C(C)C=1C(=CC=C2C=C(C=C(C12)C1=C(C=2N=C(N=C(C2C=N1)N1CCOCC(C1)=O)OC[C@]12CCCN2C[C@@H](C1)F)F)O)F 4-(7-(8-ethyl-7-fluoro-3-hydroxy-naphthalen-1-yl)-8-fluoro-2-(((2R,7aS)-2-fluorotetrahydro-1H-pyrrolizin-7a(5H)-yl)methoxy)-pyrido[4,3-d]pyrimidin-4-yl)-1,4-oxazepan-6-one